(2S,3R,4R,5S)-1-(3-chloro-2,6-difluorophenethyl)-2-(hydroxymethyl)piperidine-3,4,5-triol ClC=1C(=C(CCN2[C@H]([C@H]([C@@H]([C@H](C2)O)O)O)CO)C(=CC1)F)F